F[C@H]1CN(CC[C@H]1O)C1=NC=CC(=N1)NC=1N=CC2=C(N=CC(=C2C1)C=1C(=NC=CC1)F)N1[C@@H](CC1)C (3S,4R)-3-fluoro-1-(4-((5-(2-fluoropyridin-3-yl)-8-((R)-2-methylazetidin-1-yl)-2,7-naphthyridin-3-yl)amino)pyrimidin-2-yl)piperidin-4-ol